1,3-bis-O-(hexadecyl)glycerol tert-butyl-3-(4-(6-amino-2-fluoro-5-(1-oxo-1,2,3,4-tetrahydroisoquinolin-6-yl)pyridin-3-yl)phenyl)-3-fluoroazetidine-1-carboxylate C(C)(C)(C)C1N(CC1(F)C1=CC=C(C=C1)C=1C(=NC(=C(C1)C=1C=C2CCNC(C2=CC1)=O)N)F)C(=O)OC(COCCCCCCCCCCCCCCCC)COCCCCCCCCCCCCCCCC